N'-[4-(2,4-Dimethyl-1,3-thiazol-5-yl)-2-pyrimidinyl]-N-hydroxyimidoformamide CC=1SC(=C(N1)C)C1=NC(=NC=C1)N=CNO